COC=1C=C(C=CC1NC=1N=CC2=CC=CC(=C2C1)C1=CN=CN1C)C(=O)N1CC(C1)OC (3-methoxy-4-((5-(1-methyl-1H-imidazol-5-yl)isoquinolin-3-yl)amino)phenyl)(3-methoxyazetidin-1-yl)methanone